N(=[N+]=[N-])CC=1C=C(CCNC(OCC2C3=CC=CC=C3C=3C=CC=CC23)=O)C=CC1CNC(=O)OC(C)(C)C (9H-fluoren-9-yl)methyl (3-(azidomethyl)-4-(((tert-butoxycarbonyl)amino) methyl)phenethyl)carbamate